C[C@@H]1N(CC1)C1=NC(=C(C2=C1C(N1[C@@H](CO2)CNCC1)=O)Cl)C1=C(C=CC=C1O)F (6aR)-1-((S)-2-methylazetidin-1-yl)-4-chloro-3-(2-fluoro-6-hydroxyphenyl)-6,6a,7,8,9,10-hexahydro-12H-pyrazino[2,1-c]Pyrido[3,4-f][1,4]Oxazepin-12-one